Tert-butyl 2-(chloromethyl)-1H-1,3-benzodiazole-1-carboxylate ClCC1=NC2=C(N1C(=O)OC(C)(C)C)C=CC=C2